C(C1=CC=CC=C1)NS(=O)(=O)C(F)(F)F N-benzyl-trifluoromethanesulfonamide